CN1C(N(C2=C1C=C(C=C2)CCCOCCNC)C2C(NC(CC2)=O)=O)=O 3-[3-methyl-5-[3-[2-(methylamino)ethoxy]propyl]-2-oxo-benzimidazol-1-yl]piperidine-2,6-dione